C(C1=CC=CC=C1)(=O)NC(=N)[C@H]1N2C(N([C@H](CC1)C2)OS(=O)(=O)[O-])=O (2S,5R)-2-(N-benzoylcarbamimidoyl)-7-oxo-1,6-diazabicyclo[3.2.1]oct-6-ylsulfate